CC=1C=CC(=C(N)C1)CC=1C=NC=CC1 5-methyl-2-(pyridin-3-ylmethyl)aniline